C1(CC1)CN1C(=CC=2C1=NC=CC2)C2=NC1=C(N2C)C=CC(=C1)C(=O)N1C[C@@H]([C@@H](CC1)OC)N (3S,4R)-1-{2-[1-(cyclopropylmethyl)-1H-pyrrolo[2,3-b]pyridin-2-yl]-1-methyl-1H-1,3-benzodiazole-5-carbonyl}-4-methoxypiperidine-3-amine